C[C@H]1O[C@H](CN(C1)C1=C2C=CC=NC2=C(C=C1)C(F)(F)F)C(=O)NC1CN(CC12CC2)C (2R,6R)-6-methyl-N-(5-methyl-5-azaspiro[2.4]heptan-7-yl)-4-[8-(trifluoromethyl)-5-quinolinyl]morpholine-2-carboxamide